FC1=C(C(=O)N2CCN(CC2)C2=NC=C(C#N)C=C2)C=C(C=C1)CC1=NNC(C2=CC=C(C=C12)N1CC(C1)C(F)(F)F)=O 6-(4-(2-Fluoro-5-((4-oxo-7-(3-(trifluoromethyl)azetidin-1-yl)-3,4-dihydrophthalazin-1-yl)methyl)benzoyl)piperazin-1-yl)nicotinonitrile